C(#C)C=1SC=C(N1)NC(=O)N[C@@H](CO)C1=CC=C(C=C1)C1=C2C(=NC=NC2=CC=C1)O (R)-1-(2-Ethynylthiazol-4-yl)-3-(2-hydroxy-1-(4-(4-hydroxyquinazolin-5-yl)phenyl)ethyl)urea